3-(2-(1H-pyrazolo[3,4-b]pyridin-5-yl)ethynyl)-4-methyl-N-(3-(4-methyl-1H-imidazol-1-yl)-5-(trifluoromethyl)phenyl)benzamide N1N=CC=2C1=NC=C(C2)C#CC=2C=C(C(=O)NC1=CC(=CC(=C1)C(F)(F)F)N1C=NC(=C1)C)C=CC2C